O1COC2=C1C=CC=C2C2=NN(C=C2)C2=NC(=NC(=C2)N2CCOCC2)[C@@H](CO)OC (S)-2-(4-(3-(benzo[d][1,3]dioxol-4-yl)-1H-pyrazol-1-yl)-6-morpholinopyrimidin-2-yl)-2-methoxyethan-1-ol